(R)-2-((3-Benzyl-4-(3-(2,4-difluoro-3-hydroxy-5-(trifluoromethyl)phenyl)-1-methyl-1H-pyrazolo[3,4-d]pyrimidin-6-yl)piperazin-1-yl)sulfonyl)acetic Acid C(C1=CC=CC=C1)[C@@H]1CN(CCN1C1=NC=C2C(=N1)N(N=C2C2=C(C(=C(C(=C2)C(F)(F)F)F)O)F)C)S(=O)(=O)CC(=O)O